(S)-1-(benzyloxy)-3-(2-iodobutyl)benzene tert-butyl-4-(4-(4-chloro-7,7-dimethyl-5-oxo-5,7-dihydroindolo[1,2-a]quinazolin-10-yl)piperidin-1-yl)butanoate C(C)(C)(C)OC(CCCN1CCC(CC1)C1=CC=C2C(C=3N(C=4C=CC=C(C4C(N3)=O)Cl)C2=C1)(C)C)=O.C(C1=CC=CC=C1)OC1=CC(=CC=C1)C[C@H](CC)I